The molecule is the 5-diphospho derivative of (R)-mevalonic acid. It has a role as a human metabolite and a mouse metabolite. It derives from a mevalonic acid. It is a conjugate acid of a (R)-5-diphosphonatomevalonate(4-). C[C@@](CCOP(=O)(O)OP(=O)(O)O)(CC(=O)O)O